oxybisbenzoic acid O(C1=C(C(=O)O)C=CC=C1)C1=C(C(=O)O)C=CC=C1